2-[[6-[3-[(4-cyano-2-fluoro-phenyl)methoxy]phenyl]-3-pyridyl]methyl]-3-(2-methoxyethyl)benzimidazole-5-carboxylic acid C(#N)C1=CC(=C(C=C1)COC=1C=C(C=CC1)C1=CC=C(C=N1)CC=1N(C2=C(N1)C=CC(=C2)C(=O)O)CCOC)F